1-(5-(7-Oxa-2-azaspiro[3.5]nonan-2-yl)pyridin-2-yl)-5,7-difluoro-1H-benzo[d][1,2,3]triazol-6-ol C1N(CC12CCOCC2)C=2C=CC(=NC2)N2N=NC1=C2C(=C(C(=C1)F)O)F